(2R,4R)-4-(4,4-diethyl-2-imino-6-oxo-hexahydropyrimidin-1-yl)-N-[(1R,2R)-2-hydroxyindan-1-yl]-2-methyl-chromane-6-carboxamide C(C)C1(NC(N(C(C1)=O)[C@@H]1C[C@H](OC2=CC=C(C=C12)C(=O)N[C@H]1[C@@H](CC2=CC=CC=C12)O)C)=N)CC